N-[(2S,3R,4S)-4-fluoro-2-[(2-fluoro-3'-methyl[1,1'-biphenyl]-3-yl)methyl]-1-(oxetane-2-carbonyl)pyrrolidin-3-yl]-ethanesulfonamide F[C@@H]1[C@@H]([C@@H](N(C1)C(=O)C1OCC1)CC=1C(=C(C=CC1)C1=CC(=CC=C1)C)F)NS(=O)(=O)CC